di(n-tetradecyl)amine C(CCCCCCCCCCCCC)NCCCCCCCCCCCCCC